1-(5-(3,5-dimethylisoxazol-4-yl)-1-((trans)-4-methoxycyclohexyl)-1H-benzo[d]imidazole-2-yl)-3-oxo-2-azabicyclo[3.1.0]hexane-2-carboxylic acid t-butyl ester C(C)(C)(C)OC(=O)N1C2(CC2CC1=O)C1=NC2=C(N1[C@@H]1CC[C@H](CC1)OC)C=CC(=C2)C=2C(=NOC2C)C